1-(7,7-difluoro-2-(methylsulfonyl)-6,7-dihydro-5H-cyclopenta[d]pyrimidin-4-yl)azetidin-3-ol FC1(CCC2=C1N=C(N=C2N2CC(C2)O)S(=O)(=O)C)F